(2-chlorobenzoyl)acetamide ClC1=C(C(=O)CC(=O)N)C=CC=C1